6-((2-isopropyl-4-methylpiperazin-1-yl)methyl)-4-(trifluoromethyl)isoindolin-1-one formate C(=O)O.C(C)(C)C1N(CCN(C1)C)CC1=CC(=C2CNC(C2=C1)=O)C(F)(F)F